1-Bromo-2-fluoro-4-methylsulfanyl-benzene BrC1=C(C=C(C=C1)SC)F